FC1=C(C=CC(=C1)C=1C=NN(C1NC(=O)O[C@H](C)C1=CC=CC=C1)C)C12COC(CC1)(CC2)CC(=O)O 2-(4-(2-fluoro-4-(1-methyl-5-((((R)-1-phenylethoxy)carbonyl)amino)-1H-pyrazol-4-yl)phenyl)-2-oxabicyclo[2.2.2]octan-1-yl)acetic acid